CC=1N=C2N(C=C(C=C2C#N)C2=CC3=C(C=N2)N=C(S3)NC3CC2CCC(C3)N2C)C1 2-methyl-6-(2-{[(3-exo)-8-methyl-8-azabicyclo[3.2.1]oct-3-yl]amino}[1,3]thiazolo[4,5-c]pyridin-6-yl)imidazo[1,2-a]pyridine-8-carbonitrile